C(#N)CC(C)(C)C=1N(C2=CC=C(C(=C2C1C1=CC=C(C(=O)O)C=C1)O)F)C1=CC=C(C=C1)F 4-[2-(2-cyano-1,1-dimethyl-ethyl)-5-fluoro-1-(4-fluorophenyl)-4-hydroxy-indol-3-yl]Benzoic acid